2,2'-diisopropyl-4,5-bis(2-methoxyphenyl)-4',5'-bis(3-methoxyphenyl)-1,1',3,3'-tetramethyl-2,2',3,3'-tetrahydro-1H,1'H-2,2'-biimidazole C(C)(C)C1(N(C(=C(N1C)C1=C(C=CC=C1)OC)C1=C(C=CC=C1)OC)C)C1(N(C(=C(N1C)C1=CC(=CC=C1)OC)C1=CC(=CC=C1)OC)C)C(C)C